C(C1=CC=CC=C1)OC=1C=C2CC[C@H](CC2=C(C1N1S(NC(C1)=O)(=O)=O)F)CCCCNC(OCC1=CC=CC=C1)=O benzyl [(2R)-6-(benzyloxy)-8-fluoro-7-(1,1,4-trioxo-1λ6,2,5-thiadiazolidin-2-yl)-1,2,3,4-tetrahydronaphthalen-2-yl]butylcarbamate